3-fluoro-5-((tert-butoxycarbonyl)amino)benzoic acid FC=1C=C(C(=O)O)C=C(C1)NC(=O)OC(C)(C)C